CC1(CC(C=C(C1)NCC(=O)N)=NC1=CC=CC=C1)C 2-[(5,5-dimethyl-3-phenylimino-cyclohexen-1-yl)amino]acetamide